BrCC=1C(=C2N=C(C(NC2=C(C1)F)=O)C)F 6-(bromomethyl)-5,8-difluoro-3-methyl-1H-quinoxalin-2-one